4-(2,4-Difluorophenyl)-1-(3-(pyridin-4-yl)-1H-pyrazol-5-yl)piperidin-2-one FC1=C(C=CC(=C1)F)C1CC(N(CC1)C1=CC(=NN1)C1=CC=NC=C1)=O